4-(ethylthio)-6-methyl-5-(4-nitrophenyl)pyrimidine-2-d1 C(C)SC1=NC(=NC(=C1C1=CC=C(C=C1)[N+](=O)[O-])C)[2H]